(±)-4-Methyl-6-[2-(4-pyridyl)azepan-1-yl]pyrimidin-2-amine CC1=NC(=NC(=C1)N1[C@H](CCCCC1)C1=CC=NC=C1)N |r|